C(C)S(=O)(=O)C1=CC(=C(OC2=CC=C(C#N)C=C2)C=C1)C=1C2=C(C(N(C1)C)=O)NC=C2 4-[4-(ethylsulfonyl)-2-(6-methyl-7-oxo-6,7-dihydro-1H-pyrrolo[2,3-c]pyridin-4-yl)phenoxy]benzonitrile